NC=1C(=NOC1C)C 4-amino-3,5-dimethylisoxazole